ClCC=1C(=NOC1C)C 4-chloromethyl-3,5-dimethyl-isoxazole